(((1r,3r,6s)-6-(5-fluoropyrimidin-2-yl)bicyclo[4.1.0]hept-3-yloxy)methyl)-5-methylpyrrolidine-1-carboxylic acid isopropyl ester C(C)(C)OC(=O)N1C(CCC1C)CO[C@H]1C[C@H]2C[C@]2(CC1)C1=NC=C(C=N1)F